2-benzyloxypropyl-1,3-dibromopropane C(C1=CC=CC=C1)OC(CC(CCBr)Br)C